C(C)(C)(C)C=1C=CN(N1)C1=C(C=CC=C1)Cl 5-tert-butyl-2-(2-chlorophenyl)pyrazol